CC1(CC1)NC(OC1CC(CC1)C1=NN(C(=C1)NC(CC1=NC=C(N=C1)OC)=O)C(C)(C)C)=O 3-(1-tert-butyl-5-{[(5-methoxypyrazin-2-yl)acetyl]amino}-1H-pyrazol-3-yl)cyclopentyl (1-methylcyclopropyl)carbamate